FC1=C(C(=C(C(=C1C[B-](CC1=C(C(=C(C(=C1F)F)F)F)F)(CC1=C(C(=C(C(=C1F)F)F)F)F)CC1=C(C(=C(C(=C1F)F)F)F)F)F)F)F)F.C[S+]1C=2C=CC=CC2S(C2=CC=CC=C12)=O 5-Methyl-10-oxothianthrenium tetrakis-(pentafluorobenzyl)-borat